3-(3-(benzyloxy)-4-(ethylsulfonamido)phenyl)-5-(pyrazin-2-ylamino)-1H-pyrazole-4-carboxamide C(C1=CC=CC=C1)OC=1C=C(C=CC1NS(=O)(=O)CC)C1=NNC(=C1C(=O)N)NC1=NC=CN=C1